azazin N1=NC=CC=C1